ClC1=C(C(=CC=C1)Cl)NC(=O)C=1C(=NC(=NC1)NC1=CC(=C(C=C1)N1CCNCC1)C)OCC N-(2,6-dichlorophenyl)-4-ethoxy-2-{[3-methyl-4-(piperazin-1-yl)phenyl]amino}pyrimidine-5-carboxamide